FC(C1=CC=C(C=C1)N1CCNCC1)(F)F 1-(4-trifluoromethylphenyl)piperazine